tert-butyl 4-(bis(2,3-dihydrobenzo[b][1,4]dioxin-6-yl)methyl)piperazine-1-carboxylate O1C2=C(OCC1)C=C(C=C2)C(N2CCN(CC2)C(=O)OC(C)(C)C)C2=CC1=C(OCCO1)C=C2